C[C@@]12CC[C@@H]([C@H]1CC[C@H]3[C@]2(CC[C@@H]4[C@@]3(CCC(=O)C4(C)C)C)C)[C@@]5(CC[C@H](O5)C(C)(C)O)C The molecule is a tetracyclic triterpenoid isolated from Aglaia foveolata and Aglaia abbreviata. It has a role as a plant metabolite. It is a tetracyclic triterpenoid, a cyclic terpene ketone, a tertiary alcohol and a member of oxolanes. It derives from a hydride of a dammarane.